isopropyl 4-hydroxybenzoate OC1=CC=C(C(=O)OC(C)C)C=C1